5-(((1R,2S)-2-Amino-2,3-dihydro-1H-inden-1-yl)(methyl)amino)-2-(2,6-dioxopiperidin-3-yl)isoindolin-1,3-dion N[C@@H]1[C@@H](C2=CC=CC=C2C1)N(C=1C=C2C(N(C(C2=CC1)=O)C1C(NC(CC1)=O)=O)=O)C